(S)-1-((4-(3-Chloro-4-(2-chloro-3-(6-methoxy-5-((((5-oxopyrrolidin-2-yl)methyl)amino)methyl)pyridin-2-yl)phenyl)pyridin-2-yl)-2-methoxybenzyl)amino)cyclopropanecarboxylic acid ClC=1C(=NC=CC1C1=C(C(=CC=C1)C1=NC(=C(C=C1)CNC[C@H]1NC(CC1)=O)OC)Cl)C1=CC(=C(CNC2(CC2)C(=O)O)C=C1)OC